COC1=C(C=NS(=O)C(C)(C)C)C=CC=C1 N-(2-methoxybenzylidene)-2-methylpropane-2-sulfinamide